[Na].[Na].O1[C@@H](CC(=O)C=2C(O)=CC(O)=CC12)C1=CC=C(O)C=C1 naringenin disodium salt